N1=NC=C(C2=CC=CC=C12)C(=O)N1C[C@H](OCC1)C(=O)C=1SC(=CN1)C1=NC=CC=C1F cinnolin-4-yl(2-(S)-(5-(3-fluoropyridin-2-yl)thiazol-2-carbonyl)-morpholin-4-yl)methanone